CC1(OB(OC1(C)C)C1=C(C=NNC(C2=CC=NC=C2)=O)C=CC=C1)C isonicotinic acid [2-(4,4,5,5-tetramethyl-[1,3,2]dioxaborolan-2-yl)-benzylidene]-hydrazide